ClC=1C=C(C=C(C1)F)N(C(C)=O)C1=NC=CC(=C1)NC(CC1=C(C=C(C=C1)F)Cl)=O N-(3-chloro-5-fluorophenyl)-N-{4-[2-(2-chloro-4-fluorophenyl)acetylamino]pyridin-2-yl}acetamide